C1OCC12CN(C2)C=2C=C(C=NC2)C=2C=NN(C2)C=2C=C(C=CC2C)NC(C2=NC(=CC=C2)F)=O N-(3-(4-(5-(2-oxa-6-aza-spiro[3.3]hept-6-yl)pyridin-3-yl)-1H-pyrazol-1-yl)-4-methylphenyl)-6-fluoropicolinamide